(1R,3S)-3-(3-amino-1H-pyrazol-5-yl)cyclopentyl bicyclo[1.1.1]pentan-1-ylcarbamate C12(CC(C1)C2)NC(O[C@H]2C[C@H](CC2)C2=CC(=NN2)N)=O